C1=NCC(C2=CC=C(C=C12)[2H])=O Isoquinolin-4-one-7-d